(1S,3S)-3-((4-morpholino-6-((5-(5-phenyl-1,3,4-oxadiazol-2-yl)thiazol-2-yl)Amino)pyrimidin-2-yl)Amino)cyclopentan-1-ol O1CCN(CC1)C1=NC(=NC(=C1)NC=1SC(=CN1)C=1OC(=NN1)C1=CC=CC=C1)N[C@@H]1C[C@H](CC1)O